C(C)(C)(C)OC(=O)N[C@@H]1CC[C@H](CC1)[C@@]1(OC2=C(O1)C(=CC(=C2C)C(=O)NCC=2C(NC(=CC2C)C)=O)Cl)C |&1:14| (2RS)-2-[trans-4-(tert-butoxycarbonylamino)cyclohexyl]-7-chloro-N-[(4,6-dimethyl-2-oxo-1,2-dihydropyridin-3-yl)methyl]-2,4-dimethyl-1,3-benzodioxol-5-carboxamide